N-(2-(5-((4-(tert-butyl)cyclohexyl)oxy)-3'-fluoro-[1,1'-biphenyl]-2-yl)ethyl)acetamide C(C)(C)(C)C1CCC(CC1)OC=1C=CC(=C(C1)C1=CC(=CC=C1)F)CCNC(C)=O